CN(C1=NC=CC=C1CNC1=NC(=NC=C1C(F)(F)F)NC1=NC=C(C(=O)N)C=C1)S(=O)(=O)C 6-({4-[({2-[methyl(methylsulfonyl)amino]pyridin-3-yl}methyl)amino]-5-(trifluoromethyl)pyrimidin-2-yl}amino)nicotinamide